FC=1C=C(C=C(C1)C(F)(F)F)CC1=CC(=NC=C1)N1N=C(C(=C1CO)C(=O)N)C 1-[4-[[3-fluoro-5-(trifluoromethyl)phenyl]methyl]-2-pyridyl]-5-(hydroxymethyl)-3-methyl-pyrazole-4-carboxamide